Cl.COC=1C(=CC2=CN(N=C2C1)C)C(=O)NC=1N=NC(=CC1)N1C[C@@H](NCC1)C (S)-6-methoxy-2-methyl-N-(6-(3-methylpiperazin-1-yl)pyridazin-3-yl)-2H-indazole-5-carboxamide hydrochloride